C(\C=C/C(=O)[O-])(=O)[O-].C(C)OC(\C=C\CNCCCN1C2=C(CCC3=C1C=C(C=C3)Cl)C=NN2C)=O.C2(=CC=CC=C2)[B-](C2=CC=CC=C2)(C2=CC=CC=C2)C2=CC=CC=C2.C2(=CC=CC=C2)[P+](CCCC)(C2=CC=CC=C2)C2=CC=CC=C2.C2(=CC=CC=C2)[P+](C2=CC=CC=C2)(C2=CC=CC=C2)CCCC.C2(=CC=CC=C2)[P+](C2=CC=CC=C2)(C2=CC=CC=C2)CCCC triphenyl-butyl-phosphonium tetraphenyl-borate Ethyl-(E)-4-{[3-(8-chloro-1-methyl-4,5-dihydropyrazolo-[3,4-b][1]-benzazepin-10(1H)-yl)propyl]amino}but-2-enoate maleate